C(C1=CC=CC=C1)OC(C1=CC=C(C=C1)OC[C@@H](CN1N=NC=C1)N=[N+]=[N-])=O.C(#N)C1=CC=C(C=C1)C=1C=NN(C1OC)C1=CC=C(C=N1)S(=O)(=O)N 6-(4-(4-Cyanophenyl)-5-methoxy-1H-pyrazol-1-yl)pyridine-3-sulfonamide (R)-benzyl-4-(2-azido-3-(1H-1,2,3-triazol-1-yl)propoxy)benzoate